The molecule is tyramine substituted at position 3 by a nitro group. It is a member of tyramines and a member of 2-nitrophenols. It derives from a tyramine. It is a tautomer of a 3-nitrotyramine zwitterion. C1=CC(=C(C=C1CCN)[N+](=O)[O-])O